3-(5-bromo-2-oxobenzo[cd]indol-1(2H)-yl)pyrrolidine-2,5-dione BrC=1C=CC=2C(N(C3=CC=CC1C23)C2C(NC(C2)=O)=O)=O